CC=1C=C(C=C(C1)C)C=1C(=NC=CC1)C(C=CC1=CC=CC=C1)=O (3',5'-dimethylphenyl)-cinnamoyl-pyridine